(3R)-3-(7-{[(2R)-2-ethyl-7-hydroxy-2,3-dihydropyrido[2,3-f][1,4]oxazepine-4(5H)-yl]methyl}-1-benzothiophen-5-yl)-3-(1,4,7-trimethyl-1H-benzotriazol-5-yl)propanoic acid C(C)[C@H]1OC2=C(CN(C1)CC1=CC(=CC=3C=CSC31)[C@@H](CC(=O)O)C3=C(C1=C(N(N=N1)C)C(=C3)C)C)N=C(C=C2)O